1-phenyl-1H-benzo[d]imidazol-2-ylboronic acid C1(=CC=CC=C1)N1C(=NC2=C1C=CC=C2)B(O)O